4-cyano-N-((S)-1-(3-cyanoazetidin-1-yl)-5-((1R,2S)-2-(4-fluorophenyl)cyclopropylamino)-1-oxopentan-2-yl)benzamide C(#N)C1=CC=C(C(=O)N[C@H](C(=O)N2CC(C2)C#N)CCCN[C@H]2[C@@H](C2)C2=CC=C(C=C2)F)C=C1